C(C#CCC)N1N=CC(=N1)C1=NC=C(C=C1)C(F)(F)F 2-[2-(2-pentyn-1-yl)-2H-1,2,3-triazol-4-yl]-5-(trifluoromethyl)pyridine